(S or R)-2-(3-((S or R)-1-(((R)-((R)-7-fluoro-1,2,3,4-tetrahydropyrido[2,3-b]pyrazin-3-yl)(phenyl)methyl)amino)propan-2-yl)phenyl)propanoic acid FC1=CC2=C(N[C@H](CN2)[C@@H](C2=CC=CC=C2)NC[C@@H](C)C=2C=C(C=CC2)[C@@H](C(=O)O)C)N=C1 |o1:18,26|